ClC1=CC(=C(C=C1)C(\C=C/C1=CC2=C(OCCO2)C=C1)=O)O (Z)-1-(4-Chloro-2-hydroxyphenyl)-3-(2,3-dihydro-1,4-benzodioxin-6-yl)prop-2-en-1-one